2-chloro-6-(3,5-dimethoxyphenyl)pyrido[3,4-d]pyrimidine-4-amine ClC=1N=C(C2=C(N1)C=NC(=C2)C2=CC(=CC(=C2)OC)OC)N